6-(4-Chloro-3-methylphenyl)-2-(pyridin-2-yl)pyrimidin-4-ol ClC1=C(C=C(C=C1)C1=CC(=NC(=N1)C1=NC=CC=C1)O)C